(E)-7-(3-(2-(3-ethoxy-3-oxoprop-1-en-1-yl)thiazol-4-yl)propyl)-3,4-dihydro-1,8-naphthyridine-1(2H)-carboxylic acid tert-butyl ester C(C)(C)(C)OC(=O)N1CCCC2=CC=C(N=C12)CCCC=1N=C(SC1)\C=C\C(=O)OCC